The molecule is a pyridine alkaloid that is 2,2'-bipyridine substituted at position 6 by a hydroxymethyl group and at positions 3 and 4 by methoxy groups respectively. Isolated from the marine-derived actinomycete Actinoalloteichus cyanogriseus, it exhibits antineoplastic activity. It has a role as an antineoplastic agent, a bacterial metabolite and a marine metabolite. It is an aromatic ether, a member of bipyridines, a monohydroxypyridine and a pyridine alkaloid. It derives from a hydride of a 2,2'-bipyridine. COC1=C(C(=NC(=C1)CO)C2=CC=CC=N2)OC